mononitroguaiacol sodium [Na].[N+](=O)([O-])C1=C(C(=CC=C1)OC)O